(S)-2,2-difluorotetrahydro-1H-pyrrolizin FC1(C[C@@H]2CCCN2C1)F